[4,4'-bipyridine]-1(2H)-carboxylate N1(CC=C(C=C1)C1=CC=NC=C1)C(=O)[O-]